NC=1C(=C(C=C(C1)C)C(=O)C1=CC(=CC=C1)N)O (3-amino-2-hydroxy-5-methylphenyl)(3-aminophenyl)methanone